5-((5-(3-(5-cyclopropyloxazol-2-yl)cyclopentyl)-1H-pyrazol-3-yl)amino)-6-fluoro-2,3-dihydrobenzo[d]isothiazole 1,1-dioxide C1(CC1)C1=CN=C(O1)C1CC(CC1)C1=CC(=NN1)NC=1C(=CC2=C(CNS2(=O)=O)C1)F